(S)-1-(2-chloro-6-fluoro-3-methoxyphenyl)-1,4,5,7-tetrahydropyrano[3,4-c]pyrazol-4-amine hydrochloride Cl.ClC1=C(C(=CC=C1OC)F)N1N=CC2=C1COC[C@H]2N